O=S1(OCCN1C(=O)OCC1=CC=CC=C1)=O benzyl 2,2-dioxido-1,2,3-oxathiazolidine-3-carboxylate